C(C)(C)(C)OC(=O)N[C@H](CC/C=C/C1=NC=CC(=C1)N(C(OC(C)(C)C)=O)C1=CC(=NN1C(C)(C)C)[C@@H]1C[C@@H](CC1)O)C tert-butyl (2-((S,E)-5-((tert-butoxycarbonyl)amino)hex-1-en-1-yl)pyridin-4-yl)(1-(tert-butyl)-3-((1S,3R)-3-hydroxycyclopentyl)-1H-pyrazol-5-yl)carbamate